CC1(CN(C1)C=1C=NC(=NC1)CN[C@@H](COC1=NC(=NC(=C1)C1=C(C=CC=C1C)C)NS(=O)(=O)C=1C=C(C(=O)O)C=CC1)CC(C)(C)C)C 3-[[4-[(2R)-2-[[5-(3,3-Dimethylazetidin-1-yl)pyrimidin-2-yl]methylamino]-4,4-dimethyl-pentoxy]-6-(2,6-dimethylphenyl)pyrimidin-2-yl]sulfamoyl]benzoic acid